CN1OC(CCO1)N1OC2=CC=CC(=C2O1)CCCCC(=O)O 5-(2-(1-methyl-2,6-dioxapiperidin-3-yl)-1,3-dioxaisoindol-4-yl)pentanoic acid